C(C)(C)(C)C1=NC(=NO1)C(=O)NCC1=C(C=C(C=C1)C=1C=2C(N=CC1)=NN(C2)C2=CC=C(C=C2)CN2CCC(CC2)C2=CC=C(C=C2)NC2C(NC(CC2)=O)=O)C 5-tert-butyl-N-[[4-[2-[4-[[4-[4-[(2,6-dioxo-3-piperidyl)amino]phenyl]-1-piperidyl]methyl]phenyl]pyrazolo[3,4-b]pyridin-4-yl]-2-methyl-phenyl]methyl]-1,2,4-oxadiazole-3-carboxamide